C(C)OC(=O)C1CC(N(CC1)CCOCCOCC(N[C@H](C(N[C@@H](CCCNC(=O)N)C(NC1=CC=C(C=C1)CBr)=O)=O)C(C)C)=O)C 1-((6S,9S)-1-amino-6-((4-(bromomethyl)phenyl)carbamoyl)-9-isopropyl-1,8,11-trioxo-13,16-dioxa-2,7,10-triazaoctadeca-18-yl)-2-methylpiperidine-4-carboxylic acid ethyl ester